8-hydroxyspiro[4.5]decan OC1CCC2(CCCC2)CC1